OC1CCC(CC1)O[C@@H](CN1C(N(C(C2=C1SC(=C2C)C=2OC=CN2)=O)C(C(=O)O)(C)C)=O)C2=CC=CC=C2 2-[1-[(2R)-2-[(4-hydroxycyclohexyl)oxy]-2-phenylethyl]-5-methyl-6-(1,3-oxazol-2-yl)-2,4-dioxo-1H,2H,3H,4H-thieno[2,3-d]pyrimidin-3-yl]-2-methylpropanoic acid